COC1=CC=C(C=C1)S(=O)C2=CC=C(C=C2)OC 4,4'-Sulfinylbis(methoxybenzene)